((3R)-4-amino-3-methyl-1,3-dihydrofuro[3,4-c][1,7]naphthyridin-8-yl)((3R)-3-(4-fluoro-3-(trifluoromethoxy)phenyl)-4-morpholinyl)methanone NC1=NC=2C=NC(=CC2C2=C1[C@H](OC2)C)C(=O)N2[C@@H](COCC2)C2=CC(=C(C=C2)F)OC(F)(F)F